(1S,2S,3R,6S)-6-[[(2S,3S,4S,5R,6S)-4,5-dihydroxy-2-(hydroxymethyl)-6-methoxyoxan-3-yl]amino]-4-(hydroxymethyl)cyclohex-4-ene-1,2,3-triol O[C@H]1[C@@H]([C@H](O[C@@H]([C@@H]1O)OC)CO)N[C@H]1C=C([C@H]([C@@H]([C@H]1O)O)O)CO